methyl (S)-2-((quinolin-8-ylmethyl)amino)-9-(5,6,7,8-tetrahydro-1,8-naphthyridin-2-yl)nonanoate N1=CC=CC2=CC=CC(=C12)CN[C@H](C(=O)OC)CCCCCCCC1=NC=2NCCCC2C=C1